(R)-1-(4-chloro-3-(4-((2S,4S)-1-cyclopropyl-2-methylpiperidin-4-ylamino)-6-(3,5-dimethylisoxazol-4-yl)-5-methylpyrimidin-2-yl)phenoxy)-3-(di-methyl-amino)propan-2-ol ClC1=C(C=C(OC[C@@H](CN(C)C)O)C=C1)C1=NC(=C(C(=N1)N[C@@H]1C[C@@H](N(CC1)C1CC1)C)C)C=1C(=NOC1C)C